C(C)O[Si](C1=CC=C(C=C1)C=C)(OCC)OCC triethoxy(4-vinylphenyl)silane